(2R,3S)-1-(4-methoxybenzyl)-3-(trifluoromethyl)aziridine-2-carboxylic acid ethyl ester C(C)OC(=O)[C@@H]1N([C@@H]1C(F)(F)F)CC1=CC=C(C=C1)OC